(R)-5-bromo-2-methyl-1-((R)-5-(pyridin-2-yl)-2,3-dihydro-1H-indene-2-carbonyl)indoline-6-sulfonamide BrC=1C=C2C[C@H](N(C2=CC1S(=O)(=O)N)C(=O)[C@@H]1CC2=CC=C(C=C2C1)C1=NC=CC=C1)C